O=S1(C2=C(O[C@@]3(C=N1)COCC3)N=CC=C2)=O (S)-1',1'-Dioxido-4,5-dihydro-2H-spiro[furan-3,4'-pyrido[2,3-b][1,4,5]oxathiazepin]